COC1=CC(=C(C=C1NC1=NC=NC(=C1)N1OCC[C@@H]1C1=CC(=CC=C1)OC1=CC=CC=C1)NC(C=C)=O)N1CCN(CCC1)C (R)-N-(4-methoxy-2-(4-methyl-1,4-diazepan-1-yl)-5-((6-(3-(3-phenoxyphenyl)isoxazolidin-2-yl)pyrimidin-4-yl)amino)phenyl)acrylamide